ClC1=NC(=CC=C1C(C)=O)N1C=NC2=C1C=C(C(=C2)NC=2N=NC(=CC2)C)F 1-[2-chloro-6-[6-fluoro-5-[(6-methylpyridazin-3-yl)amino]benzimidazol-1-yl]-3-pyridinyl]ethanone